(6S)-6-{2-Chloro-3-[6-(trifluoro-methoxy)pyridin-3-yl]phenyl}-2-imino-6-methyl-3-[(2S*,4R*)-2-methyl-1,1-dioxothian-4-yl]-hexahydropyrimidin-4-one hydrochloride Cl.ClC1=C(C=CC=C1C=1C=NC(=CC1)OC(F)(F)F)[C@@]1(CC(N(C(N1)=N)[C@H]1C[C@@H](S(CC1)(=O)=O)C)=O)C |o1:26,28|